OC/C=C(/C(=O)NCCCCNC(C1=CC=C(C=C1)C)=O)\C (E)-N-(4-(4-hydroxy-2-methylbut-2-enamido)butyl)-4-methylbenzamide